1-(4-bromophenyl)cyclopropanecarboxamide BrC1=CC=C(C=C1)C1(CC1)C(=O)N